ClC1=CC=C(CNC(NC2CC3(CC(C3)CNC(C3=CN=C(C=C3)C)=O)C2)=O)C=C1 N-((6-(3-(4-chlorobenzyl)ureido)spiro[3.3]heptan-2-yl)methyl)-6-methylnicotinamide